N1(CCNCCC1)C1=CC=C(C=C1)O 4-(1,4-diazepan-1-yl)phenol